3-amino-6-fluoro-4-(3-hydroxy-2,6-dimethylphenyl)quinoline-2-carboxamide NC=1C(=NC2=CC=C(C=C2C1C1=C(C(=CC=C1C)O)C)F)C(=O)N